ClC=1C(=C(C=CC1)C1=C(C(=CC=C1)C[C@@H]1N(C[C@@H]([C@@H]1NS(=O)(=O)C)F)C(C(C)(C)O)=O)F)F N-[(2S,3R,4S)-2-[(3'-chloro-2,2'-difluoro[1,1'-biphenyl]-3-yl)methyl]-4-fluoro-1-(2-hydroxy-2-methylpropanoyl)pyrrolidin-3-yl]methanesulfonamide